2,5-dichloro-4-ethoxypyridine ClC1=NC=C(C(=C1)OCC)Cl